CC=1C=C(C=CC1)P(C1=CC=CC=C1)(C1=CC(=CC=C1)C)=O bis(3-methylphenyl)phenyl-phosphorus oxide